(((R)-12-((S)-8-fluoro-6,11-dihydrodibenzo[b,e]selenepin-11-yl)-6,8-dioxo-3,4,6,8,12,12a-hexahydro-1H-[1,4]oxazino[3,4-c]pyrido[2,1-f][1,2,4]triazin-7-yl)oxy)methyl methyl carbonate C(OCOC=1C(C=CN2N([C@H]3N(C(C21)=O)CCOC3)[C@@H]3C2=C([Se]CC1=C3C=CC(=C1)F)C=CC=C2)=O)(OC)=O